COC1=C(C=CC(=C1)OC)NC(=O)C=1C=CC=2C(=C3C(=NC2C1)CCC3)SCC(=O)O 2-[[6-[(2,4-dimethoxyphenyl)carbamoyl]-2,3-dihydro-1H-cyclopenta[b]quinolin-9-yl]sulfanyl]acetic acid